5-((2-(cyclopropylmethyl)-1,2,3,4-tetrahydroisoquinolin-7-yl)(isopropyl)amino)-1-methylpyridin-2(1H)-one hydrochloride Cl.C1(CC1)CN1CC2=CC(=CC=C2CC1)N(C=1C=CC(N(C1)C)=O)C(C)C